1-[(1S,4S)-5-[4-[3-chloro-2-fluoro-4-(trifluoromethoxy)anilino]pyrido[3,2-d]pyrimidin-6-yl]-2,5-diazabicyclo[2.2.1]heptan-2-yl]prop-2-en-1-one ClC=1C(=C(NC=2C3=C(N=CN2)C=CC(=N3)N3[C@@H]2CN([C@H](C3)C2)C(C=C)=O)C=CC1OC(F)(F)F)F